2-(6-methoxy-3,4-dihydroisoquinolin-2(1H)-yl)-5-methylaniline COC=1C=C2CCN(CC2=CC1)C1=C(N)C=C(C=C1)C